(difluoro(2-((perfluorophenoxy)carbonyl)benzo[b]thiophen-5-yl)methyl)phosphonic Acid FC(C1=CC2=C(SC(=C2)C(=O)OC2=C(C(=C(C(=C2F)F)F)F)F)C=C1)(F)P(O)(O)=O